OC1=C(C=C(C=C1C)C)C1=CC=CC=2NN=NC21 (2'-hydroxy-3',5'-dimethylphenyl)benzotriazole